C(C)(=O)N[C@H]1[C@@H](C=C(C[C@@H]1N/C(=N/C(=O)OC(C)(C)C)/NC(=O)OC(C)(C)C)C(=O)OCC)OC(C)=O ethyl (3R,4R,5S)-4-acetamido-5-((Z)-2,3-di(t-butoxycarbonyl) guanidino)-3-acetoxy-1-cyclohexene-1-carboxylate